4-chloro-5-ethyl-2-methyl-N-[[4-(4-methylphenoxy)phenyl]methyl]pyrazole-3-carboxamide ClC1=C(N(N=C1CC)C)C(=O)NCC1=CC=C(C=C1)OC1=CC=C(C=C1)C